C[C@@]12C(CC[C@H]1[C@@H]1CCC3=CC(CC[C@@H]3[C@H]1CC2)=O)=O Estra-4-ene-3,17-dione